potassium 2,8-dimethylimidazo[1,2-b]pyridazine-3-carboxylate CC=1N=C2N(N=CC=C2C)C1C(=O)[O-].[K+]